C(C)OC1=C(C=C(C=C1)C)C=1C=C2CC(C(C2=CC1)NC(O[C@@H]1CN2CCC1CC2)=O)(C)C (S)-quinuclidin-3-yl (5-(2-ethoxy-5-methylphenyl)-2,2-dimethyl-2,3-dihydro-1H-inden-1-yl)carbamat